CN1C2=CC=CC=C2N(C=2C=CC=CC12)C1=C(C(=CC=C1)N1C=2C=CC=CC2N(C2=CC=CC=C12)C)C=1SC2=C(N1)C=CC=C2 2-(2,6-bis(10-methylphenazin-5(10H)-yl)phenyl)benzo[d]thiazole